C(#N)CN(C(C1=CC=CC=C1)=O)C=1C(=C(C(=O)N)C=CC1)F 3-[N-(cyanomethyl)benzamido]-2-fluorobenzamide